8-chloro-3-(4-(2,2,2-trifluoroethoxy)phenyl)-2-(trifluoromethyl)-4H-pyrimido[1,2-a]pyrimidin-4-one ClC1=NC=2N(C(C(=C(N2)C(F)(F)F)C2=CC=C(C=C2)OCC(F)(F)F)=O)C=C1